C(\C=C\C(=O)O)(=O)O.COC=1C=CC2=C(CN(CCS2)CC2=CC=C(C(=O)O)C=C2)C1.COC=1C=CC2=C(CN(CCS2)CC2=CC=C(C(=O)O)C=C2)C1 4-[(7-methoxy-2,3-dihydro-1,4-benzothiazepin-4(5H)yl)methyl]benzoic acid hemi-fumarate